O=C1N(CCC1)CC1CCN(CC1)C(=O)OC(C)(C)C tert-butyl 4-((2-oxopyrrolidin-1-yl)methyl)piperidine-1-carboxylate